(S)-2-(5-((4-(1,2-dihydroxyethyl)piperidin-1-yl)sulfonyl)-2-propoxyphenyl)-5-ethyl-7-propyl-3,5-dihydro-4H-pyrrolo[3,2-d]pyrimidin-4-one O[C@H](CO)C1CCN(CC1)S(=O)(=O)C=1C=CC(=C(C1)C=1NC(C2=C(N1)C(=CN2CC)CCC)=O)OCCC